4-methoxy-2-(((1R,3S)-3-(4-nitro-1H-indazol-1-yl)cyclohexyl)amino)pyrimidine-5-carbonitrile COC1=NC(=NC=C1C#N)N[C@H]1C[C@H](CCC1)N1N=CC2=C(C=CC=C12)[N+](=O)[O-]